C(C1=CC=CC=C1)N1C=CC2=C(C=CC=C12)C=1C=C(C(=O)NCCO)C=CC1 3-(1-benzyl-1H-indol-4-yl)-N-(2-hydroxyethyl)benzamide